C1(CCC1)C1=NN(C(=C1)NC1=CC=C(C(=N1)C(=O)N1[C@H](CCC(C1)(F)F)CNC(C)=O)C)C (R)-N-((1-(6-((3-cyclobutyl-1-methyl-1H-pyrazol-5-yl)amino)-3-methylpyridin-2-carbonyl)-5,5-difluoropiperidin-2-yl)methyl)acetamide